ClC=1C(N(C(N(C1Cl)C)=O)CC1=NC(=NO1)C[C@H](O)C1=CC=C(C=C1)Cl)=O (S)-5,6-dichloro-3-((3-(2-(4-chlorophenyl)-2-hydroxyethyl)-1,2,4-oxadiazol-5-yl)methyl)-1-methylpyrimidine-2,4(1H,3H)-dione